n-pentacosylbutylenediamine C(CCCCCCCCCCCCCCCCCCCCCCCC)NCCCCN